NC1=NC(N(C=C1)[C@H]1[C@H]([C@@H]2O[Si](O[Si](OC[C@H]2O1)(C(C)C)C(C)C)(C(C)C)C(C)C)O)=O 4-amino-1-((6aR,8R,9S,9aS)-9-hydroxy-2,2,4,4-tetraisopropyltetrahydro-6H-furo[3,2-f][1,3,5,2,4]trioxadisilocin-8-yl)pyrimidin-2(1H)-one